N1N=NN=C1CC1CC(C1)(C(=O)NC=1C(=NC(=CC1)C)OC(F)F)C1=C(C=CC=C1)C(C)C 3-((1H-tetrazol-5-yl)methyl)-N-(2-(difluoromethoxy)-6-methylpyridin-3-yl)-1-(2-isopropylphenyl)cyclobutane-1-carboxamide